((4-((5-chloropyrimidin-2-yl)oxy)-3-methylphenyl)carbamoyl)-3-methoxybicyclo[1.1.1]pentane-1-carboxamide ClC=1C=NC(=NC1)OC1=C(C=C(C=C1)NC(=O)C1C2(CC1(C2)OC)C(=O)N)C